1-{[(2R,3S,4S)-4-hydroxy-2-[(4-methoxyphenyl)methyl]pyrrolidin-3-yl]oxy}-N-[(methylcarbamoyl)amino]formamide O[C@@H]1[C@H]([C@H](NC1)CC1=CC=C(C=C1)OC)OC(=O)NNC(NC)=O